pentadecyl (S)-2-((tert-butoxycarbonyl)amino)-3-(3,5-difluorophenyl)propanoate C(C)(C)(C)OC(=O)N[C@H](C(=O)OCCCCCCCCCCCCCCC)CC1=CC(=CC(=C1)F)F